2-(3-(dimethylamino)phenyl)-1,1,1-trifluorobut-3-yn-2-ol CN(C=1C=C(C=CC1)C(C(F)(F)F)(C#C)O)C